6-bromo-4-(4,4-difluoropiperidin-1-yl)-5-fluoro-1,3-benzothiazole-2-amine BrC1=CC2=C(N=C(S2)N)C(=C1F)N1CCC(CC1)(F)F